C(#CC)C1=C2C=NN(C2=C(C=C1)C(=O)N)CC1=CC=C(C=C1)OC(F)(F)F 4-(propane-1-yn-1-yl)-1-(4-(trifluoromethoxy)benzyl)-1H-indazole-7-carboxamide